C(C1=CC=CC=C1)OC(C)C1=CC(=CC=2NCN(S(C21)(=O)=O)[C@H](C(=O)O)C(C)C2=C(C(=CC=C2F)C)C)Cl (2S)-2-(8-(1-(benzyloxy)ethyl)-6-chloro-1,1-dioxido-3,4-dihydro-2H-benzo[e][1,2,4]thiadiazin-2-yl)-3-(6-fluoro-2,3-dimethylphenyl)butanoic acid